(2S)-1-((1R,2S,5S)-2-(((2S)-4-(3-chlorophenoxy)-3-oxo-1-(5-oxo-4-azaspiro[2.4]hept-6-yl)butan-2-yl)carbamoyl)-6,6-dimethyl-3-azabicyclo[3.1.0]hex-3-yl)-3,3-dimethyl-1-oxobutan ClC=1C=C(OCC([C@H](CC2C(NC3(CC3)C2)=O)NC(=O)[C@@H]2[C@H]3C([C@H]3CN2C(CC(C)(C)C)=O)(C)C)=O)C=CC1